CC1=CC=C(C=C1)C(CN1C=NC=C1)=O 1-(4-methylphenyl)-2-(1H-imidazol-1-yl)ethan-1-one